2-fluoro-N,N-bis[(4-methoxyphenyl)methyl]-5-methyl-3-(4,4,5,5-tetramethyl-1,3,2-dioxaborolan-2-yl)aniline FC1=C(N(CC2=CC=C(C=C2)OC)CC2=CC=C(C=C2)OC)C=C(C=C1B1OC(C(O1)(C)C)(C)C)C